8-Bromo-4-methoxy-5-(2,2,2-trifluoroethyl)pyrido[3,2-b]indole-3-carboxylic acid BrC1=CC=2C3=C(N(C2C=C1)CC(F)(F)F)C(=C(C=N3)C(=O)O)OC